C(CCC)SCCOC=1C=C2C=CNC2=CC1 5-Butylthioethoxyindole